3-Fluoro-N-((1s,3s)-3-hydroxycyclobutyl)-4-(piperazin-1-yl)benzamide FC=1C=C(C(=O)NC2CC(C2)O)C=CC1N1CCNCC1